6-bromo-2-fluoro-3-methylbenzoic Acid BrC1=CC=C(C(=C1C(=O)O)F)C